O=C1N(C(CCC1N1C(C2=CC=CC(=C2C1)/C=C/C=O)=O)=O)COCC[Si](C)(C)C (E)-3-(2-(2,6-Dioxo-1-((2-(trimethylsilyl)ethoxy)methyl)piperidin-3-yl)-1-oxoisoindolin-4-yl)acrylaldehyde